NCCC[Si](OCCC)(OCCC)CC 3-aminopropyl-ethyl-dipropoxysilane